2-(5-fluoro-2-(4-(piperidin-1-yl)-3-(1-(2,2,2-trifluoroethyl)-1H-indazole-3-carboxamido)benzamido)phenyl)-2-methylpropanoic acid FC=1C=CC(=C(C1)C(C(=O)O)(C)C)NC(C1=CC(=C(C=C1)N1CCCCC1)NC(=O)C1=NN(C2=CC=CC=C12)CC(F)(F)F)=O